ethylene glycol bis(3-mercapto butyrate) SC(CC(=O)OCCOC(CC(C)S)=O)C